4-(4-methylpiperazine-1-yl)butyric acid CN1CCN(CC1)CCCC(=O)O